3-((1-ethylcyclopropyl)methoxy)-1H-pyrazole-1-carboxylic acid tert-butyl ester C(C)(C)(C)OC(=O)N1N=C(C=C1)OCC1(CC1)CC